N-Acryloylaspartic Acid C=CC(=O)NC(CC(=O)O)C(=O)O